8-(3-Amino-1H-pyrazol-5-yl)-1-(3-fluoro-2-pyridyl)-7-methoxy-3-methyl-imidazo-[4,5-c]quinolin-2-one NC1=NNC(=C1)C1=CC=2C3=C(C=NC2C=C1OC)N(C(N3C3=NC=CC=C3F)=O)C